(2-[4-(3-oxo-butyl)-phenyl])-acetonitrile O=C(CCC1=CC=C(C=C1)CC#N)C